CC1=C2[C@@H](C[C@H]1C3=COC=C3)O[C@H]4[C@@]2([C@@H]([C@@]5([C@H]6[C@H]4OC[C@@]6(C=CC5=O)C)C)CC(=O)OC)C The molecule is a limonoid isolated from Azadirachta indica. It has a role as an antineoplastic agent and a plant metabolite. It is an organic heteropentacyclic compound, a cyclic terpene ketone, an enone, a member of furans, a limonoid and a methyl ester.